tosyl-glutamic acid S(=O)(=O)(C1=CC=C(C)C=C1)N[C@@H](CCC(=O)O)C(=O)O